(4-(4-((3-(3-(difluoromethyl)-1-(prop-2-yn-1-yl)-1H-pyrazol-4-yl)imidazo[1,2-a]pyrazin-8-yl)amino)-2-ethylbenzoyl)piperazin-1-yl)(4-hydroxypiperidin-4-yl)methanone FC(C1=NN(C=C1C1=CN=C2N1C=CN=C2NC2=CC(=C(C(=O)N1CCN(CC1)C(=O)C1(CCNCC1)O)C=C2)CC)CC#C)F